methyl 3-chloro-4-(9-ethyl-6-morpholino-8-(pyridin-4-yl)-9H-purin-2-yl)benzoate ClC=1C=C(C(=O)OC)C=CC1C1=NC(=C2N=C(N(C2=N1)CC)C1=CC=NC=C1)N1CCOCC1